sodium disulfenidone [SH-](=S)=O.[Na+]